6-(2-fluoropyrimidin-5-yl)-N-((R)-1-phenylethyl)-2,3,4,9-tetrahydro-1H-carbazole-1-amine FC1=NC=C(C=N1)C=1C=C2C=3CCCC(C3NC2=CC1)N[C@H](C)C1=CC=CC=C1